2-(((1r,4r)-4-((5-(1-(2,2-difluoroethyl)-2-methyl-1H-imidazo[4,5-b]pyrazin-6-yl)-7H-pyrrolo[2,3-d]pyrimidin-2-yl)amino)cyclohexyl)oxy)ethan-1-ol FC(CN1C(=NC=2C1=NC(=CN2)C2=CNC=1N=C(N=CC12)NC1CCC(CC1)OCCO)C)F